tert-butyl (R)-3-((S)-3-(3-bromo-5-fluorophenyl)-1-(tert-butoxy)-1-oxopropan-2-yl)pyrrolidine-1-carboxylate BrC=1C=C(C=C(C1)F)C[C@H](C(=O)OC(C)(C)C)[C@@H]1CN(CC1)C(=O)OC(C)(C)C